NCC1CC(CCC1)CNC1=NN(C(=C1)C1=CC(=C(C#N)C=C1)F)C1=CC=C(C=C1)OC 4-(3-(((3-(aminomethyl)cyclohexyl)methyl)amino)-1-(4-methoxyphenyl)-1H-pyrazol-5-yl)-2-fluorobenzonitrile